CC1(OB(OC1(C)C)C=1C=C(C=CC1)NC(OC(C)(C)C)=O)C tert-butyl N-[3-(4,4,5,5-tetramethyl-1,3,2-dioxaborolan-2-yl)phenyl]carbamate